C(=O)C1=CC(=CC=2N1N=C(C2)C)C(=O)OC methyl 7-formyl-2-methylpyrazolo[1,5-a]pyridine-5-carboxylate